NC=1C(NC2=C3C=CC=NC3=C(C=C2C1C1=C2C=NNC2=C(C=C1)F)CC1(CC1)C#N)=O 1-[[3-amino-4-(7-fluoro-1H-indazol-4-yl)-2-oxo-1H-1,7-phenanthroline-6-yl]methyl]cyclopropane-1-carbonitrile